O[C@@H](CCCCCCCC(=O)O)CC\C=C/CCCCC (S)-9-hydroxy-(Z)-octadec-12-enoic acid